ClC=1C=CC(=C(C1)C1=CC(=C(N=N1)C)NC1=C2C(=NC=C1)N(C(=C2)C(=O)[O-])COCC[Si](C)(C)C)F.[Li+] lithium 4-{[6-(5-chloro-2-fluorophenyl)-3-methylpyridazin-4-yl]amino}-1-{[2-(trimethylsilyl)ethoxy]methyl}-1H-pyrrolo[2,3-b]pyridine-2-carboxylate